7-azido-5H,6H,7H-pyrano[3,2-d][1,3]thiazole N(=[N+]=[N-])C1CCOC2=C1N=CS2